C1(CC1)C(=O)NCCCN(CCCCCCCC(=O)OCCC(CCCC)CCCC)CCCCCCCC(=O)OC(CCCCCCCC)CCCCCCCC 3-butylheptyl 8-((3-(cyclopropanecarboxamido)propyl)(8-(heptadecan-9-yloxy)-8-oxooctyl)amino)octanoate